BrC1=CC=C(C(=O)N(C(CN2CCCC2)(C)C)C)C=C1 4-Bromo-N-methyl-N-(2-methyl-1-(pyrrolidin-1-yl)propan-2-yl)benzamide